ClCCCC1S(NC2=C(O1)C=C(C=C2)C)(=O)=O 3-(3-chloropropyl)-6-methyl-1H-4,2,1-benzooxathiazine 2,2-dioxide